C(=CCCC)B(O)O 1-pentenylboronic acid